phenyl-tris-(4-biphenylyl)silane C1(=CC=CC=C1)[Si](C1=CC=C(C=C1)C1=CC=CC=C1)(C1=CC=C(C=C1)C1=CC=CC=C1)C1=CC=C(C=C1)C1=CC=CC=C1